4,6-bis[3-(dibenzothiophen-4-yl)phenyl]pyrimidine C1=CC=C(C=2SC3=C(C21)C=CC=C3)C=3C=C(C=CC3)C3=NC=NC(=C3)C3=CC(=CC=C3)C3=CC=CC2=C3SC3=C2C=CC=C3